C(CCCCCCC\C=C/CCCCCCCC)C(C(C(C)CCCCCCCC\C=C/CCCCCCCC)N(C)C)C dioleyl-3-dimethylaminopentane